6-hydroxyhexanoat OCCCCCC(=O)[O-]